F\C(\CNC(=O)C1NC2CC2(C1)C)=C(/C)\C1=CC=CC=C1 N-((E)-2-fluoro-3-phenylbut-2-en-1-yl)-5-methyl-2-azabicyclo[3.1.0]hexane-3-carboxamide